7-azabicyclo[2.2.1]heptane hydrogen chloride Cl.C12CCC(CC1)N2